NC1=CC2=C(B(OC(C2)=O)OC)C=C1 6-amino-1-methoxybenzo[c][1,2]oxaborin-3(1H)-one